(3S,4S,5S)-3,5-difluoro-1-[4-({8-[(2R,3S)-3-(methanesulfonylmeth-yl)-2-methylazetidin-1-yl]-5-(propan-2-yl)isoquinolin-3-yl}amino)pyrimidin-2-yl]-3-methylpiperidin-4-ol F[C@]1(CN(C[C@@H]([C@@H]1O)F)C1=NC=CC(=N1)NC=1N=CC2=C(C=CC(=C2C1)C(C)C)N1[C@@H]([C@H](C1)CS(=O)(=O)C)C)C